4-Chloro-N-(1,1-dimethyl-prop-2-ynyl)-butyramide ClCCCC(=O)NC(C#C)(C)C